2,4-bis{4-[(3-diethylaminobutyl)aminomethyl]phenyl}-7-phenyl-7H-pyrrolo[2,3-d]pyrimidine oxalate C(C(=O)O)(=O)O.C(C)N(C(CCNCC1=CC=C(C=C1)C=1N=C(C2=C(N1)N(C=C2)C2=CC=CC=C2)C2=CC=C(C=C2)CNCCC(C)N(CC)CC)C)CC